6-(hydroxymethyl)-2,2-dimethylhexahydrobenzo-[d][1,3]dioxole-4,6-diol OCC1(CC(C2C(OC(O2)(C)C)C1)O)O